2-(4-aminophenylthio)pyridine-N-oxide NC1=CC=C(C=C1)SC1=[N+](C=CC=C1)[O-]